NC1=C(NC2=C(C(=C(C=C12)NC(C1=CC(=CC(=C1)F)C(F)(F)F)=O)C(=O)C1=C(C=CC(=C1)F)Cl)C#N)C N-{3-amino-6-[(2-chloro-5-fluorophenyl)carbonyl]-7-cyano-2-methylindol-5-yl}-5-fluoro-3-(trifluoromethyl)benzamide